Tert-butyl 4-(4-((6-cyano-8-cyclopentyl-7-oxo-7,8-dihydropyrido[2,3-d]pyrimidin-2-yl)amino)phenyl)-3-oxopiperazine-1-carboxylate C(#N)C1=CC2=C(N=C(N=C2)NC2=CC=C(C=C2)N2C(CN(CC2)C(=O)OC(C)(C)C)=O)N(C1=O)C1CCCC1